ClC1=C(C=C(C=2C(CCCC12)=O)NC(C)=O)F N-(4-chloro-3-fluoro-8-oxo-5,6,7,8-tetrahydronaphthalen-1-yl)acetamide